CS(=O)(=O)C(C(=O)N)C 2-(methylsulfonyl)-propanamide